N-(7-fluoro-2-methyl-2H-indazol-5-yl)-5-methyl-4-(piperazin-1-yl)-2,3-dihydro-1H-pyrrolo[2,3-b]pyridine-1-carboxamide 2,2,2-trifluoroacetate FC(C(=O)O)(F)F.FC1=CC(=CC2=CN(N=C12)C)NC(=O)N1CCC=2C1=NC=C(C2N2CCNCC2)C